4-(2-((E,3Z)-5-((E)-3,3-dimethyl-1-(4-sulfobutyl)indolin-2-ylidene)-3-(4-(((3-ethoxypropyl)amino)methyl)-phenyl)penta-1,3-dien-1-yl)-3,3-dimethyl-3H-indol-1-ium-1-yl)butane-1-sulfonate CC1(/C(/N(C2=CC=CC=C12)CCCCS(=O)(=O)O)=C\C=C(\C=C\C1=[N+](C2=CC=CC=C2C1(C)C)CCCCS(=O)(=O)[O-])/C1=CC=C(C=C1)CNCCCOCC)C